1,3-dioxobutan O=CCC(C)=O